C1(=CC=CC=C1)S(=O)[O-].[Ca+2].C1(=CC=CC=C1)S(=O)[O-] calcium benzenesulfinate